C12(CC(C1)C2)NC2=NC(=NC=C2Br)NC2=C(C=C(C(=C2)[N+](=O)[O-])F)OC N4-(bicyclo[1.1.1]pentan-1-yl)-5-bromo-N2-(4-fluoro-2-methoxy-5-nitrophenyl)pyrimidine-2,4-diamine